1-[6-[6-(difluoromethoxy)-5-[(6-methylpyridazin-3-yl)amino]benzimidazol-1-yl]-3-(1-hydroxyethyl)-2-pyridyl]-5-methyl-pyrazole-3-carbonitrile FC(OC=1C(=CC2=C(N(C=N2)C2=CC=C(C(=N2)N2N=C(C=C2C)C#N)C(C)O)C1)NC=1N=NC(=CC1)C)F